C(#N)C1=CC(=C(OCC=2C=C(OC3CCN(CC3)CC3=NC4=C(N3CC3(CC3)CF)C=C(C=C4F)C(=O)OC)C=CC2)C=C1)F Methyl 2-((4-(3-((4-cyano-2-fluorophenoxy)methyl)phenoxy)piperidin-1-yl)methyl)-4-fluoro-1-((1-(fluoromethyl)cyclopropyl)methyl)-1H-benzo[d]imidazole-6-carboxylate